(1S,2R,5R)-N-((R)-2-amino-6,7-dihydro-5H-cyclopenta[b]pyridin-5-yl)-3-((2R,4S)-4-(4-fluorobenzyl)pyrrolidine-2-carbonyl)-3-azabicyclo[3.1.0]hexane-2-carboxamide NC1=CC=C2C(=N1)CC[C@H]2NC(=O)[C@H]2[C@H]1C[C@H]1CN2C(=O)[C@@H]2NC[C@H](C2)CC2=CC=C(C=C2)F